Diisobutyldimethyl-titanium C(C(C)C)[Ti](C)(C)CC(C)C